N1(CCOCC1)C(=O)C1=CC=C(C(=O)N)C=C1 4-[(morpholin-4-yl)carbonyl]benzamide